(1-(3-((4-(trifluoromethyl)phenyl)amino)pyrazin-2-yl)azetidin-3-yl)acrylamide FC(C1=CC=C(C=C1)NC=1C(=NC=CN1)N1CC(C1)C(C(=O)N)=C)(F)F